2,3,4,5,6-pentafluorophenyl-propylene FC1=C(C(=C(C(=C1F)F)F)F)C=CC